COC=1C(=NON1)C(=O)O 4-methoxy-1,2,5-oxadiazol-3-carboxylic acid